((1R,3R,4R,5S)-5-(Difluoromethoxy)-3-ethynyl-2-azabicyclo[2.2.1]heptan-2-yl)(1-fluorocyclopropyl)methanone FC(O[C@@H]1[C@H]2[C@@H](N([C@@H](C1)C2)C(=O)C2(CC2)F)C#C)F